3-(3-methanesulfonyl-1,3-diazinan-1-yl)propanamide CS(=O)(=O)N1CN(CCC1)CCC(=O)N